NC=1C(=NC(=CN1)C=1C=C2CCN(CC2=C(C1)C)C)OC=1C=NN(C1)CCC#N 3-(4-((3-amino-6-(2,8-dimethyl-1,2,3,4-tetrahydroisoquinolin-6-yl)pyrazin-2-yl)oxy)-1H-pyrazol-1-yl)propionitrile